4-methyl-2-(1-methyl-1-butenyl)-1,3-dioxolane CC1OC(OC1)C(=CCC)C